C1(CC1)NC1=C(C=CC(=C1)C(=O)OC)[C@@H]1N(CCCC1)CC1=C2C=CN(C2=C(C=C1OC)C)C(=O)OC(C)(C)C tert-butyl (R)-4-((2-(2-(cyclopropylamino)-4-(methoxycarbonyl)phenyl)piperidin-1-yl)methyl)-5-methoxy-7-methyl-1H-indole-1-carboxylate